FC=1C(=CC(=C(C1)NC(=O)C1(CC1)C(=O)NC1=CC=C(C=C1)F)C)OC1=CC=NC2=CC(=C(C=C12)OC)OCCCN1CCOCC1 N-[5-Fluoro-2-methyl-4-({6-(methyloxy)-7-[(3-morpholin-4-ylpropyl)oxy]chinolin-4-yl}oxy)phenyl]-N'-(4-fluorophenyl)cyclopropan-1,1-dicarboxamid